[Br-].[Br-].C(C)N(C1=CC=C(C=C1)C=CC=CC=CC1=CC=[NH+]C=C1)CC.C(C)N(CC)C1=CC=C(C=C1)C=CC=CC=CC1=CC=[NH+]C=C1 4-(6-(4-(Diethylamino)phenyl)hexatrienyl)Pyridinium Dibromide